cobalt dichloride pentahydrate O.O.O.O.O.[Co](Cl)Cl